N,N-bis(2-hydroxyethyl)-oleylamine OCCN(CCO)CCCCCCCC\C=C/CCCCCCCC